Tert-butyl{2-[2-(2-{3-[(2,5-dioxopyrrolidin-1-yl)oxy]-3-oxopropoxy}ethoxy) ethoxy]ethyl}carbamate C(C)(C)(C)OC(NCCOCCOCCOCCC(=O)ON1C(CCC1=O)=O)=O